N-(2-(2-(2-(3-(5H-pyrido[4,3-b]indol-7-yl)propanamido)ethoxy)ethoxy)ethyl)-4-((N-(2,3-dihydrobenzo[b][1,4]dioxin-6-yl)propionamido)methyl)benzamide C1=NC=CC=2NC=3C=C(C=CC3C21)CCC(=O)NCCOCCOCCNC(C2=CC=C(C=C2)CN(C(CC)=O)C2=CC1=C(OCCO1)C=C2)=O